4-fluoro-N,N-dimethylPhenylbenzamide FC1=CC=C(C=C1)C1=C(C(=O)N(C)C)C=CC=C1